tert-Butyl 3-(4-(((tert-butyldiphenylsilyl)oxy)methyl)pent-4-enoyl)-6,7-dihydro-2H-pyrazolo-[4,3-c]pyridine-5(4H)-carboxylate [Si](C1=CC=CC=C1)(C1=CC=CC=C1)(C(C)(C)C)OCC(CCC(=O)C=1NN=C2C1CN(CC2)C(=O)OC(C)(C)C)=C